N-(4-((6-(cyclopropylsulfonyl)pyridin-2-yl)amino)-5-(1-methyl-1H-pyrazol-3-yl)pyridin-2-yl)acetamide C1(CC1)S(=O)(=O)C1=CC=CC(=N1)NC1=CC(=NC=C1C1=NN(C=C1)C)NC(C)=O